N=1N(N=CC1)C1=C(C=C(C=N1)NC(=O)C1=CC(=C(C=C1Cl)C1=C(C=C(C=C1)F)N)C(F)(F)F)C(F)(F)F N-(6-(2H-1,2,3-triazol-2-yl)-5-(trifluoromethyl)pyridin-3-yl)-2'-amino-5-chloro-4'-fluoro-2-(trifluoromethyl)-[1,1'-biphenyl]-4-carboxamide